5-phenyl-10-(3,5,6-tri(9H-carbazol-9-yl)-4-(dibenzo[b,d]furan-2-yl)pyridin-2-yl)-5,10-dihydrophenazine C1(=CC=CC=C1)N1C=2C=CC=CC2N(C2=CC=CC=C12)C1=NC(=C(C(=C1N1C2=CC=CC=C2C=2C=CC=CC12)C1=CC2=C(OC3=C2C=CC=C3)C=C1)N1C3=CC=CC=C3C=3C=CC=CC13)N1C3=CC=CC=C3C=3C=CC=CC13